N-methylpentane-1,5-diamine CNCCCCCN